(3-(8-(5-cyclopropyl-2-ethoxy-4-(5-fluoropyridin-2-yl)benzyl)-2-oxo-1-oxa-3,8-diazaspiro[4.5]decan-3-yl)bicyclo[1.1.1]pentan-1-yl)methanesulfonic acid C1(CC1)C=1C(=CC(=C(CN2CCC3(CN(C(O3)=O)C34CC(C3)(C4)CS(=O)(=O)O)CC2)C1)OCC)C1=NC=C(C=C1)F